ClC=1C=C(C=CC1Cl)CN1S(NC(C2=C1C=CC=C2)=O)(=O)=O 1-[(3,4-dichlorophenyl)methyl]-2,1,3-benzothiadiazin-4(3H)-one 2,2-dioxide